URANIUM-GADOLINIUM [Gd].[U]